tert-Butyl-4-{[2-bromo-5-(methoxycarbonyl)phenoxy]methyl}piperidine C(C)(C)(C)N1CCC(CC1)COC1=C(C=CC(=C1)C(=O)OC)Br